Cl.N=1C=NN2C1C=C(C=C2)OC2=CC(=C(C=C2F)NC2=NC=NC1=CC=3OC[C@H]4NCCN(C3N=C12)C4)F (10S)-N-(4-([1,2,4]triazolo[1,5-a]pyridin-7-yloxy)-2,5-difluorophenyl)-8,9,10,11-tetrahydro-7H-6,10-methanopyrimido[4',5':5,6]pyrido[3,2-b][1,4,7]oxadiazonin-4-amine hydrochloride